(±)-N-(3,4-dichlorophenyl)-3-fluoro-6,7,8,9-tetrahydro-5H-6,9-epiminocyclohepta[c]pyridine ClC=1C=C(C=CC1Cl)N1CC2=C(C=C1F)CC1CCC2N1